N-[(3-hydroxyazetidin-3-yl)methyl]butyramide acetate C(C)(=O)O.OC1(CNC1)CNC(CCC)=O